2-Bromo-5-chloro-6-cyclopropylpyridin-3-amine BrC1=NC(=C(C=C1N)Cl)C1CC1